propyl gallat C(C1=CC(O)=C(O)C(O)=C1)(=O)OCCC